C(C)O[Si](OCC)(OCC)CCCCCCCC[Si](OCC)(OCC)OCC 1,2-bis(triethoxysilylpropyl)ethane